ClC=1C(=NC(=NC1)N1C[C@H]([C@@H](CC1)NC1=CC=C2C(=NN(C2=C1)C)[C@@H]1C(NC(CC1)=O)=O)C)NC=1C=C2CC(N(C2=CC1F)C)=O (R)-3-(6-(((3R,4R)-1-(5-chloro-4-((6-fluoro-1-methyl-2-oxoindolin-5-yl)amino)pyrimidin-2-yl)-3-methylpiperidin-4-yl)amino)-1-methyl-1H-indazol-3-yl)piperidine-2,6-dione